(2-bromo-4-methylsulfonyl-phenyl)-4-(trifluoromethyl)pyridin-2-amine BrC1=C(C=CC(=C1)S(=O)(=O)C)C=1C(=NC=CC1C(F)(F)F)N